C(C)OC(C(C(=O)OCC)C1=C(C=C(C=C1F)I)F)=O 2-(2,6-difluoro-4-iodophenyl)malonic acid diethyl ester